C(C(=C)C)(=O)OC(CC(C(F)(F)F)(O)C(F)(F)F)C 1,1,1-trifluoro-2-trifluoromethyl-2-hydroxyl-4-Pentyl methacrylate